((2-ethyl-7-methyl-5-(6-(tetrahydrofuran-2-carbonyl)-2,6-diazaspiro[3.3]heptan-2-yl)pyrazolo[1,5-a]pyridin-3-yl)(methyl)amino)-4-(4-fluorophenyl)thiazole-5-carbonitrile C(C)C1=NN2C(C=C(C=C2C)N2CC3(C2)CN(C3)C(=O)C3OCCC3)=C1N(C)C=1SC(=C(N1)C1=CC=C(C=C1)F)C#N